3-(4-methoxyphenyl)isoxazol-5(4H)-one COC1=CC=C(C=C1)C1=NOC(C1)=O